CC=1C=C(C=CC1OC1=CC2=C(N(N=N2)C)C=C1)NC1=NC=NC2=C1N=C(N=C2)N2CC1(C2)CC(C1)NC(C=C)=O N-(2-(8-((3-methyl-4-((1-methyl-1H-benzo[d][1,2,3]triazol-5-yl)oxy)phenyl)amino)pyrimido[5,4-d]pyrimidin-2-yl)-2-azaspiro[3.3]heptan-6-yl)acrylamide